FC=1C=C(C=CC1)/C=C/C(=O)C1=C(C(=C(C=C1)O)O)O (E)-3-(3-fluorophenyl)-1-(2,3,4-trihydroxyphenyl)prop-2-en-1-one